Cl.Cl.COC(=O)[C@@H]1NC2=CC(=CC=C2C2=C(NC([C@H](CCCC1)N)=N2)C)NC(=O)OC (9R,14S)-14-Amino-5-methoxycarbonylamino-17-methyl-8,16,18-triaza-tricyclo[13.2.1.02,7]octadeca-1(17),2,4,6,15(18)-pentaene-9-carboxylic acid methyl ester, di-hydrochloride salt